iron-manganese-gallium [Ga].[Mn].[Fe]